12'(Z)-((5-((dimethylamino)methyl)-1,3-phenylene)bis(oxy))bis(butane-4,1-diyl) bis(octadeca-9,12-dienoate) C(CCCCCCC\C=C/CC=CCCCCC)(=O)OCCCCOC=1C=C(C=C(C1)CN(C)C)OCCCCOC(CCCCCCCC=CCC=CCCCCC)=O